Br[SiH](C(C)CC)Br dibromo(s-butyl)silane